4,4'-(9,9-dipropyl-9H-fluorene-2,7-diyl)bis(N-phenyl-N-(4-vinylphenyl)aniline) C(CC)C1(C2=CC(=CC=C2C=2C=CC(=CC12)C1=CC=C(N(C2=CC=C(C=C2)C=C)C2=CC=CC=C2)C=C1)C1=CC=C(N(C2=CC=CC=C2)C2=CC=C(C=C2)C=C)C=C1)CCC